3-((3-(4-(quinolin-4-yl)piperazin-1-carbonyl)piperidin-1-yl)sulfonyl)propanoate N1=CC=C(C2=CC=CC=C12)N1CCN(CC1)C(=O)C1CN(CCC1)S(=O)(=O)CCC(=O)[O-]